CN(CCCOC(C=C)=O)C acrylic acid 3-(dimethylamino)propyl ester